C(C1=CC=CC=C1)[C@@H]1N(C(OC1)=O)C(=O)[C@@H]1CN(CC12CN(C2)C(=O)[C@@H]2C(C2)(C)C)C(=O)C=2C=NN(C2)CC2=CC=CC=C2 (S)-4-benzyl-3-((S)-6-(1-benzyl-1H-pyrazole-4-carbonyl)-2-((S)-2,2-dimethylcyclopropane-1-carbonyl)-2,6-diazaspiro[3.4]octane-8-carbonyl)oxazolidin-2-one